(6R,7S,7aS)-6-fluoro-3,3,7-trimethyltetrahydropyrrolo[1,2-c]oxazol-5(3H)-one F[C@@H]1[C@H]([C@@H]2N(C(OC2)(C)C)C1=O)C